BrC1=CC=C(C=C1)C1CC(=NN1C=1SC=C(N1)C)C1=CC=C(C=C1)F 2-(5-(4-bromophenyl)-3-(4-fluorophenyl)-4,5-dihydro-1H-pyrazol-1-yl)-4-methylthiazole